Cyclopentyl-7-{[2-(4-chlorophenyl)imidazo[1,2-a]pyridin-3-yl]methyl}-3-oxa-7,9-diazabicyclo[3.3.1]nonan-9-carboxylat C1(CCCC1)OC(=O)N1C2COCC1CN(C2)CC2=C(N=C1N2C=CC=C1)C1=CC=C(C=C1)Cl